C(=C)C(C(=O)O)C.C(CCCCCCC)(=O)OC=C vinyl caprylate (vinyl propionate)